5-methoxy-2-(trifluoromethyl)-4-[4-(trifluoromethyl)phenyl]-pyrimidine COC=1C(=NC(=NC1)C(F)(F)F)C1=CC=C(C=C1)C(F)(F)F